C(C)(C)C1=NC(=NO1)C=1C=C2CC[C@H](C2=CC1)NC(=O)C=1N=NN(N1)C (R)-N-(5-(5-isopropyl-1,2,4-oxadiazol-3-yl)-2,3-dihydro-1H-inden-1-yl)-2-methyl-2H-tetrazol-5-carboxamide